OCC1CNCCC1O 3-(hydroxymethyl)piperidin-4-ol